6-(3,5-Dichloro-4-((4,4-dimethyl-1-(trifluoromethyl)-2,3,4,9-tetrahydro-1H-pyrido[3,4-b]indol-6-yl)oxy)phenyl)-2-methyl-1,2,4-triazine-3,5(2H,4H)-dione ClC=1C=C(C=C(C1OC=1C=C2C3=C(NC2=CC1)C(NCC3(C)C)C(F)(F)F)Cl)C=3C(NC(N(N3)C)=O)=O